4-((1-(4-(2-(2-aminopyridin-3-yl)-5-(4-methyl-2H-1,2,3-triazol-2-yl)-3H-imidazo[4,5-b]pyridin-3-yl)benzyl)piperidin-4-yl)amino)pyrimidine-2-carbonitrile NC1=NC=CC=C1C1=NC=2C(=NC(=CC2)N2N=CC(=N2)C)N1C1=CC=C(CN2CCC(CC2)NC2=NC(=NC=C2)C#N)C=C1